O=C1N(CC2=CC(=CC=C12)[C@H]1CNCCC1)[C@@H]1C(NC(CC1)=O)=O (S)-3-(1-oxo-5-((S)-piperidin-3-yl)isoindolin-2-yl)piperidine-2,6-dione